BrC1=CC2=C(N=C(S2)N)C=C1OC(C)C 6-bromo-5-isopropoxybenzo[d]thiazole-2-amine